Cl.N=1C=C(N2C1C=NC=C2)C#CC=2C=C(C(=O)N)C=CC2C 3-(imidazo[1,2-a]pyrazin-3-ylethynyl)-4-methylbenzamide monohydrochloride salt